CC(C)(COP(=O)([O-])OP(=O)([O-])OC[C@@H]1[C@H]([C@H]([C@@H](O1)N2C=NC3=C(N=CN=C32)N)O)OP(=O)([O-])[O-])[C@H](C(=O)NCCC(=O)NCCSC(=O)/C=C\\CCC(=O)[O-])O The molecule is an acyl-CoA oxoanion arising from deprotonation of phosphate, diphosphate and carboxylic acid functions of 2,3-dehydroadipyl-CoA. It is a conjugate base of a (Z)-2,3-dehydroadipoyl-CoA.